COC(C1=CN=C(C=C1)O)=O 6-hydroxynicotinic acid methyl ester